CN(C(COC1=CC(=CC=C1)[C@@H]1NC[C@H](CC1)C)C)C N,N-dimethyl-1-(3-((2R,5S)-5-methylpiperidin-2-yl)Phenoxy)Propan-2-amine